(2R,5S)-3-(4-Cyano-3-(trifluoromethyl)phenyl)-N-(4-cyano-3-methoxyphenyl)-2-(trifluoromethyl)oxazolidin-5-carboxamid C(#N)C1=C(C=C(C=C1)N1[C@H](O[C@@H](C1)C(=O)NC1=CC(=C(C=C1)C#N)OC)C(F)(F)F)C(F)(F)F